(4-cyanotetrahydropyran-4-yl)pyridine-2-carboxamide C(#N)C1(CCOCC1)C=1C(=NC=CC1)C(=O)N